C(#N)C=1C(=C(C=CC1)N1N(C(=C(C1=O)NC(C1=CC=C(C=C1)OC(F)F)=O)C1=C(C=C(C=C1F)OC)F)C)F N-[2-(3-cyano-2-fluorophenyl)-5-(2,6-difluoro-4-methoxyphenyl)-1-methyl-3-oxo-2,3-dihydro-1H-pyrazol-4-yl]-4-(difluoromethoxy)benzamide